2-((3S,4R)-4-methyltetrahydrofuran-3-yl)isoindoline-1,3-dione C[C@@H]1[C@@H](COC1)N1C(C2=CC=CC=C2C1=O)=O